C1(CC1)C=1C(C2(CC1)CCN(CC2)C(=O)OC(C)(C)C)=C=O Tert-butyl 2-cyclopropyl-1-carbonyl-8-azaspiro[4.5]dec-2-ene-8-carboxylate